FC=1C=C2C(=C(/C(/C2=CC1)=C/C1=CC=C(C=C1)OC1=CC=C(C=C1)F)C)/C=C/C(=O)NO (2E)-3-[(1Z)-5-fluoro-1-{[4-(4-fluorophenoxy)phenyl]methylene}-2-methyl-1H-inden-3-yl]-N-hydroxyprop-2-enamide